4-ETHYNYLANILINE C(#C)C1=CC=C(N)C=C1